C(C1=CC=CC=C1)OC1=CC=C(C=C1)C[C@@H](C(=O)OC)NC(CC1CCN(CC1)C(C(C)(C)C)=O)=O Methyl (S)-3-(4-(benzyloxy)phenyl)-2-(2-(1-pivaloylpiperidin-4-yl)acetamido)propanoate